N-β-aminoethylmorpholine NCCN1CCOCC1